stearoyl-3-ethylphospholide C(CCCCCCCCCCCCCCCCC)(=O)C=1C(=[C-]PC1)CC